CC(C)(C)S(=O)N=C1CCC2(OCCO2)CC1 2-methyl-N-(1,4-dioxaspiro[4.5]decan-8-ylidene)propane-2-sulfinamide